N-(4-(bicyclo[3.1.0]hexan-3-yloxy)-3,5-difluorophenyl)-4-ethyl-6-(3-methoxy-3-methylazetidin-1-yl)picolinamide C12CC(CC2C1)OC1=C(C=C(C=C1F)NC(C1=NC(=CC(=C1)CC)N1CC(C1)(C)OC)=O)F